(1-acetyl-3-piperidyl)oxyl-4-[(2R)-3-(3,4-dihydro-1H-isoquinolin-2-yl)-2-hydroxypropyl]-2,3-dihydro-1,4-benzoxazepin-5-one C(C)(=O)N1CC(CCC1)OC1OC2=C(C(N(C1)C[C@@H](CN1CC3=CC=CC=C3CC1)O)=O)C=CC=C2